ClC=1C=C(C(=C(C1)C1=C(C(=C(C(=C1[2H])[2H])[2H])[2H])[2H])N1C=NC2=C1C=CC=C2)C2=C(C(=C(C(=C2[2H])[2H])[2H])[2H])[2H] 1-(5'-Chloro-[1,1':3',1''-terphenyl]-2'-yl-2,2'',3,3'',4,4'',5,5'',6,6''-d10)-1H-benzo[d]imidazole